C[Si](CCOCN1C=CC2=C1N=C(N=C2)N2CCCCC2)(C)C 1-(7-((2-(Trimethylsilyl)ethoxy)methyl)-7H-pyrrolo[2,3-d]pyrimidin-2-yl)piperidine